CC=1C(=NC(=NC1)NC1=NN(C=C1)C)C1=CC=C(C(=O)O)C=C1 4-(5-Methyl-2-((1-methyl-1H-pyrazol-3-yl)amino)pyrimidin-4-yl)benzoic Acid